2-[(2R)-3-(3,4-dihydro-1H-isoquinolin-2-yl)-2-hydroxypropyl]-8-fluoro-3,4-dihydroisoquinolin-1-one C1N(CCC2=CC=CC=C12)C[C@H](CN1C(C2=C(C=CC=C2CC1)F)=O)O